C1=CC=CC=2C3=CC=CC=C3C(C12)COC(=O)NC1(CCC(CC1)(F)F)C(=O)O 1-(9H-fluoren-9-ylmethoxycarbonyl-amino)-4,4-difluoro-cyclohexanecarboxylic acid